OCC(C)(C)NC(=O)C=1C=2C[C@@H]3[C@H](C2N(N1)C=1N=NC(=CC1)OC)C3 (1aR,5aR)-2-(6-Methoxy-pyridazin-3-yl)-1a,2,5,5a-tetrahydro-1H-2,3-diaza-cyclopropa[a]pentalene-4-carboxylic acid (2-hydroxy-1,1-dimethyl-ethyl)-amide